OC=1C=NC2=CC=C(C=C2N1)NC(=O)C=1C(NC=CC1NC1=C(C2=C(OCCN2)N=C1)C)=O N-(3-hydroxyquinoxalin-6-yl)-4-((8-methyl-2,3-dihydro-1H-pyrido[2,3-b][1,4]oxazin-7-yl)amino)-2-oxo-1,2-dihydropyridine-3-carboxamide